2-[(diphenylmethylidene)amino]-6-fluorohexanoic acid C1(=CC=CC=C1)C(C1=CC=CC=C1)=NC(C(=O)O)CCCCF